ethyl-(2-isopropylthiazol-4-yl)methanol sodium hydrogen carbonate magnesium [Mg+2].C(O)([O-])=O.[Na+].C(C)C(O)C=1N=C(SC1)C(C)C.C(O)([O-])=O.C(O)([O-])=O